ClC=1C=C(C(=O)O)C=CC1C(F)F 3-chloro-4-(difluoromethyl)benzoic acid